BrC=1C(=CC(=NC1)C(=O)OC)C methyl 5-bromo-4-methylpyridineformate